CN1CCN(CC1)C=1N=C2C(=NC1)N(C=C2C=2CCN(CC2)C(=O)OC(C)(C)C)COCC[Si](C)(C)C tert-butyl 4-[2-(4-methylpiperazin-1-yl)-5-(2-trimethylsilylethoxymethyl)pyrrolo[2,3-b]pyrazin-7-yl]-3,6-dihydro-2H-pyridine-1-carboxylate